(S)-2-(4-(benzo[d]oxazol-2-yl)-5-hydroxy-1-methyl-6-oxo-1,6-dihydropyrimidin-2-yl)-1-(2-methoxyphenyl)-1,2,3,4-tetrahydroisoquinoline-7-carboxylic acid O1C(=NC2=C1C=CC=C2)C=2N=C(N(C(C2O)=O)C)N2[C@@H](C1=CC(=CC=C1CC2)C(=O)O)C2=C(C=CC=C2)OC